6-((3-(benzyloxy)-1H-pyrazol-1-yl)methyl)-5-bromo-2-(3,4-dichlorophenyl)-1-ethyl-4-oxo-1,4-dihydropyridine-3-carboxylic acid ethyl ester C(C)OC(=O)C1=C(N(C(=C(C1=O)Br)CN1N=C(C=C1)OCC1=CC=CC=C1)CC)C1=CC(=C(C=C1)Cl)Cl